(1S or R)-1-[1-[2-methyl-6-(methylsulfanyl)pyrimidin-4-yl]-1H-pyrazolo[4,3-c]pyridin-6-yl]spiro[2.2]pentane-1-carbonitrile CC1=NC(=CC(=N1)N1N=CC=2C=NC(=CC21)[C@@]2(CC21CC1)C#N)SC |o1:16|